2-methyl-N-((R)-1-(oxazol-2-yl)ethyl)propane-2-sulfinamide CC(C)(C)S(=O)N[C@H](C)C=1OC=CN1